(R)-6-chloro-3-((1-(3-cyano-7-methyl-4-oxo-2-(piperidin-1-yl)-4H-pyrido[1,2-a]pyrimidin-9-yl)ethyl)amino)picolinic acid ClC1=CC=C(C(=N1)C(=O)O)N[C@H](C)C1=CC(=CN2C1=NC(=C(C2=O)C#N)N2CCCCC2)C